(S)-4-amino-7-fluoro-N-methyl-N-(6-(2-(trifluoromethyl)thiazol-4-yl)-2,3-dihydrobenzofuran-3-yl)imidazo[1,5-a]quinoxaline-8-carboxamide NC=1C=2N(C3=CC(=C(C=C3N1)F)C(=O)N([C@@H]1COC3=C1C=CC(=C3)C=3N=C(SC3)C(F)(F)F)C)C=NC2